C1(=CC=CC2=CC=CC=C12)OCC(CNC(C)C)O 1-naphthalen-1-yloxy-3-(propan-2-ylamino)propan-2-ol